C(C)(C)(C)OC(=O)N1CC=2C(N=C3N(C2CC1)CCC3)=O 5-oxo-1,4,5,7,8,9-hexahydropyrido[3,4-e]pyrrolo[1,2-a]pyrimidine-3(2H)-carboxylic acid tert-butyl ester